FC(C1=C(C2=C(S1)C=C(C=C2)O)OC2=CC=C(C=C2)/C=C/C(=O)O)(C2=C(C=C(C=C2)F)C)F (E)-3-(4-((2-(Difluoro(4-fluoro-2-methylphenyl)methyl)-6-hydroxybenzo[b]thiophen-3-yl)oxy)phenyl)acrylic acid